C(C=C)(=O)N1[C@H](CN(CC1)C=1C2=C(N=C(N1)OC[C@H]1N(C[C@@H](C1)F)C)N=C(C=C2)C2=CC=CC1=CC=CC(=C21)Cl)CC#N 2-((S)-1-acryloyl-4-(7-(8-chloronaphthalen-1-yl)-2-((((2S,4R)-4-fluoro-1-methylpyrrolidin-2-yl)methoxy))pyridino[2,3-d]pyrimidin-4-yl)piperazin-2-yl)acetonitrile